C(CCC)[SiH](C)C butyl-(dimethyl)silane